BrC1=C(C=C(C=C1)F)C=1N(C=CN1)C 2-(2-Bromo-5-fluorophenyl)-1-methyl-1H-imidazole